BrC=1C(=C(O[C@@H]2CC3(CC2)CCN(CC3)C(=O)OC(C)(C)C)C=CC1)C tert-butyl (S)-2-(3-bromo-2-methylphenoxy)-8-azaspiro[4.5]decane-8-carboxylate